5-(3-hydroxypropyl)-1,6-naphthyridin-4(1H)-one OCCCC1=C2C(C=CNC2=CC=N1)=O